[Cl-].C(CCCCCCCCCCCCCCC)CC(=O)O[N+](C)(C)C cetyl-trimethyl-acetoxyammonium chloride